1-(2-buten-1-yl)-4-trifluoromethylbenzene C(C=CC)C1=CC=C(C=C1)C(F)(F)F